[Cl-].C(CCCCCCCCCCCCCCCCC)[N+](CCC[Si](O)(O)O)(C)C octadecyl-dimethyl-(3-trihydroxysilylpropyl)ammonium chloride